[Se]1C=CC2=C1C=C[Se]2 Selenolo-selenophen